3-amino-2-methyl-N-(6-methylpyridazin-3-yl)benzamide NC=1C(=C(C(=O)NC=2N=NC(=CC2)C)C=CC1)C